6-Chloro-N-(1-ethylpiperidin-4-yl)-2-{4-[4-(methoxyacetyl)piperazin-1-yl]phenyl}-3H-imidazo[4,5-b]pyridin-7-amine ClC=1C(=C2C(=NC1)NC(=N2)C2=CC=C(C=C2)N2CCN(CC2)C(COC)=O)NC2CCN(CC2)CC